FC1=C(C(=CC=C1)F)C=1N(C=NN1)C 5-(2,6-difluorophenyl)-4-methyl-4H-1,2,4-triazole